N-(6-((5-chloro-2-((2-chloro-4-(4-(4-methylpiperazin-1-yl)piperidin-1-yl)phenyl)amino)pyrimidine-4-yl)amino)-2,3-dihydrobenzofuran-5-yl)-N-methylmethanesulfonamide ClC=1C(=NC(=NC1)NC1=C(C=C(C=C1)N1CCC(CC1)N1CCN(CC1)C)Cl)NC1=CC2=C(CCO2)C=C1N(S(=O)(=O)C)C